Cl.N[C@@H](CC1=CC=CC=C1)C(=O)NCCCCCCCCCCCCCC L-phenylalanyl-tetradecylamine hydrochloride